FC1=CC(=C(C=C1)N1CN(CC2=CC=C(C=C12)C(F)(F)F)[C@@H]1[C@@H](NC(CC1)=O)C)C 1-(4-fluoro-2-methylphenyl)-3-((2S,3S)-2-methyl-6-oxopiperidin-3-yl)-7-(trifluoromethyl)-2,3-dihydroquinazoline